OC(CCN1N=C2C=C(C(=CC2=C1)NC(=O)C1=NC(=CC=C1)C(F)(F)F)C(C)(C)O)(C)C N-[2-(3-hydroxy-3-methylbutyl)-6-(2-hydroxypropan-2-yl)-2H-indazol-5-yl]-6-(trifluoromethyl)pyridine-2-amide